1-(3-bromo-2-fluorophenyl)-3,3,3-trifluoropropan-1-one BrC=1C(=C(C=CC1)C(CC(F)(F)F)=O)F